oxazine-4-carboxylate O1NC=C(C=C1)C(=O)[O-]